NCCC[Si](O)(O)O γ-aminopropyl-trihydroxysilane